3-(4-cyano-2-methyl-phenoxy)-5-methyl-6-(trifluoromethyl)pyridazine C(#N)C1=CC(=C(OC=2N=NC(=C(C2)C)C(F)(F)F)C=C1)C